C(#N)C1(CC1)NC(=O)[C@H]1N(C[C@@H](C1)S(=O)(=O)C1=C(C=C(C=C1)N1N=CN=C1)N1N=CN=C1)C(=O)C1(CC1)C(F)(F)F (2S,4R)-N-(1-cyanocyclopropyl)-4-(2,4-bis(1H-1,2,4-triazol-1-yl)phenylsulfonyl)-1-(1-(trifluoromethyl)cyclopropanecarbonyl)pyrrolidine-2-carboxamide